tert-Butyl (S)-3-((4-((2,3-difluoro-4-(((R)-tetrahydrofuran-2-yl)methoxy)phenyl)amino)-7-fluoropyrido[3,2-d]pyrimidin-6-yl)oxy)pyrrolidine-1-carboxylate FC1=C(C=CC(=C1F)OC[C@@H]1OCCC1)NC=1C2=C(N=CN1)C=C(C(=N2)O[C@@H]2CN(CC2)C(=O)OC(C)(C)C)F